C1(CC1)C(=O)NC1=NC=C(C(=O)NC)C(=C1)NC1=CSC2=C1C(N(C=C2)C)=O 6-(Cyclopropanecarboxamido)-N-methyl-4-((5-methyl-4-oxo-4,5-dihydrothieno[3,2-c]pyridin-3-yl)amino)nicotinamide